C1(=CC=CC=C1)OP(=O)(OC1=CC=CC=C1)SC1=C(C=CC=C1)NC(C1=CC=CC=C1)=O N-{2-[(diphenylphosphono)thio]phenyl}benzamide